OC1=C(C(=O)C2=CC=CC=C2)C=CC(=C1)OCCOC(C(=C)C)=O 2-hydroxy-4-(2-methacryloyloxyethoxy)benzophenone